tert-butyl 4-[5-[1-(2,6-dioxo-3-piperidyl)-3-methyl-2-oxo-benzimidazol-5-yl]pent-4-yl]oxylpiperidine-1-carboxylate O=C1NC(CCC1N1C(N(C2=C1C=CC(=C2)CC(CCC)OC2CCN(CC2)C(=O)OC(C)(C)C)C)=O)=O